CC=1C=C(C#N)C=C(C1)C 3,5-dimethyl-benzonitrile